N4-(1-isopropyl-1H-1,2,4-triazol-3-yl)-1-methyl-1H-benzo[d]imidazole-2,4-diamine C(C)(C)N1N=C(N=C1)NC1=CC=CC=2N(C(=NC21)N)C